2-o-methylphenyl-5-phenyl-1,3,4-oxadiazole CC1=C(C=CC=C1)C=1OC(=NN1)C1=CC=CC=C1